COC=1C2=C(C=C(CC(N)C)C1)OCO2 5-methoxy-3,4-methylenedioxy-amphetamine